[SiH3]N1[SiH2]N[SiH2]1 silyl-Cyclodisilazane